CCN1C=CN=N1 ethyl-1H-1,2,3-triazole